FC(C1=CC=CC=2SCOC21)(F)F 7-(Trifluoromethyl)-1,3-benzoxathiolan